C(C)(C)C=1C(=NNC1C=1C=C(C=2N(C1)N=CN2)C)C(=O)N2CCN(CCC2)C (4-isopropyl-5-(8-methyl-[1,2,4]triazolo[1,5-a]pyridin-6-yl)-1H-pyrazol-3-yl)(4-methyl-1,4-diazacycloheptan-1-yl)methanone